4-amino-N-[4-(Methylmethyl)phenyl]-7-(1-methylcyclopropyl)-6-(pyridine-3-ylethynyl)-7H-pyrrolo[2,3-d]pyrimidine-5-carboxamide NC=1C2=C(N=CN1)N(C(=C2C(=O)NC2=CC=C(C=C2)CC)C#CC=2C=NC=CC2)C2(CC2)C